BrC1=C2C=C(C=NC2=CC=C1)C 5-bromo-3-methylquinoline